FC1=CC(=C(C=C1)C=1C2=C(C(=NC1C=1SC=3CN(CCC3N1)C(=O)OC(C)(C)C)C=1C=NN(C1)C)C=CS2)O tert-butyl 2-[7-(4-fluoro-2-hydroxy-phenyl)-4-(1-methylpyrazol-4-yl) thieno[3,2-c]pyridin-6-yl]-6,7-dihydro-4H-thiazolo[5,4-c]pyridine-5-carboxylate